(1s,4s)-2'-(benzylcarbamoyl)-4-(3-chloroanilino)spiro[cyclohexane-1,1'-indene]-4-carboxylic acid methyl ester COC(=O)C1(CCC2(C(=CC3=CC=CC=C23)C(NCC2=CC=CC=C2)=O)CC1)NC1=CC(=CC=C1)Cl